C(C)(C)(C)NC(=O)C1=CC=C2C=NC(=NN21)N[C@H]2[C@@H](COCC2)O N-(tert-butyl)-2-(((3S,4R)-3-hydroxytetrahydro-2H-pyran-4-yl)amino)pyrrolo[2,1-f][1,2,4]triazine-7-carboxamide